C(CCCC)[S] pentyl-λ1-sulfane